[N+](=[N-])=CC(CC[C@@H](C(=O)OC(C)C)NC(COC(C([2H])([2H])[2H])([2H])[2H])=O)=O isopropyl (S)-6-diazo-2-(2-(ethoxy-d5)acetamido)-5-oxohexanoate